ferrous bis-gluconate O=C([C@H](O)[C@@H](O)[C@H](O)[C@H](O)CO)[O-].O=C([C@H](O)[C@@H](O)[C@H](O)[C@H](O)CO)[O-].[Fe+2]